6-Bromo-1-methylindolin-2-one BrC1=CC=C2CC(N(C2=C1)C)=O